1-[5-(3-Isopropyltriazol-4-yl)-3-pyridyl]-5-ethyl-6-oxo-pyridazine-3-carboxylic acid C(C)(C)N1N=NC=C1C=1C=C(C=NC1)N1N=C(C=C(C1=O)CC)C(=O)O